OC(CC(C(=O)[O-])=O)CCC(=O)[O-] 4-hydroxy-2-oxoheptandioate